OC1=CC=C(C=C1C(C)(C)C)C(C(=O)OCC(COC(C(C)C1=CC=C(C(=C1)C(C)(C)C)O)=O)(COC(C(C)C1=CC=C(C(=C1)C(C)(C)C)O)=O)COC(C(C)C1=CC=C(C(=C1)C(C)(C)C)O)=O)C pentaerythritol tetrakis(4-hydroxy 5-t-butylphenyl propionate)